OC1=C(C=CC(=C1)C(F)(F)F)C1=C(C2=C(N=N1)N(CCC2)[C@H]2CN(CCC2)C(=O)OC(C)(C)C)C tert-butyl (3R)-3-{3-[2-hydroxy-4-(trifluoromethyl)phenyl]-4-methyl-5H,6H,7H-pyrido[2,3-c]pyridazin-8-yl}piperidine-1-carboxylate